ClCC(=O)NC1=C(C=C(C=C1C(C1=C(C=CC=C1)F)=O)Cl)F 2-Chloro-N-[4-chloro-2-fluoro-6-(2-fluorobenzoyl)phenyl]acetamide